[Na+].CNCCS(=O)(=O)[O-] N-methyltaurine-sodium salt